N,N'-Bis(3-amino-1-ethylpropyl)-2-methyl-1,5-pentandiamin NCCC(CC)NCC(CCCNC(CCN)CC)C